(4R)-1-(4-chlorophenyl-carbamoyl)-4-hydroxypyrrolidine-2-carboxylic acid ClC1=CC=C(C=C1)NC(=O)N1C(C[C@H](C1)O)C(=O)O